FC1([C@H]2CC=3C(=NNC3C[C@]21C)C(=O)O)F (4aS,5aR)-5,5-difluoro-5a-methyl-1H,4H,4aH,6H-cyclopropa[f]indazole-3-carboxylic acid